6-((5-((3S,4S)-4-amino-3-methyl-2-oxa-8-azaspiro[4.5]decan-8-yl)pyrazin-2-yl)thio)-5-chloro-3-(3-fluoro-2-hydroxypropyl)quinazolin-4(3H)-one N[C@@H]1[C@@H](OCC12CCN(CC2)C=2N=CC(=NC2)SC=2C(=C1C(N(C=NC1=CC2)CC(CF)O)=O)Cl)C